2-(5-(cyclopropylmethyl)-3-(4-fluoro-3-(pent-1-yn-1-yl)phenyl)-4-(3-fluoro-4-sulfamoylbenzyl)-1H-pyrazol-1-yl)thiazole-4-carboxylic acid C1(CC1)CC1=C(C(=NN1C=1SC=C(N1)C(=O)O)C1=CC(=C(C=C1)F)C#CCCC)CC1=CC(=C(C=C1)S(N)(=O)=O)F